C(C)S(=O)(=O)N1CCN(CC1)C(=O)C=1C=C2C(C=3C=CC=C(C3C(C2=CC1)=O)OC)=O 6-(4-(ethylsulfonyl)piperazine-1-carbonyl)-1-methoxyanthracene-9,10-dione